4-(hydroxymethyl)imidazolidin OCC1NCNC1